ClC1=C(C=CC=C1C=1N=C(C(=NC1)CNCC1CC(C1)O)NC)C1=C(C(=CC=C1)C=1N=C(C(=NC1)CNCC1CC(C1)O)NC)Cl (1r,1'r,3r,3'r)-3,3'-(((((2,2'-dichloro-[1,1'-biphenyl]-3,3'-diyl)bis(3-(methylamino)pyrazine-5,2-diyl))bis(methylene))bis(azanediyl))bis(methylene))bis(cyclobutan-1-ol)